6-bromohexanoic acid indole salt N1C=CC2=CC=CC=C12.BrCCCCCC(=O)O